5-(4-(methoxycarbonyl)-2-methylphenyl)-3,6-dihydropyridine COC(=O)C1=CC(=C(C=C1)C1=CCC=NC1)C